6,7-difluoroquinoline-3-carboxamide picolinate N1=C(C=CC=C1)C(=O)O.FC=1C=C2C=C(C=NC2=CC1F)C(=O)N